P(O)(=O)(OP(=O)(O)O)OC[C@@H]1[C@H]([C@H]([C@@H](O1)C1=CN(C(=O)NC1=O)C)O)O.C(CCC)[Si](OCCCC)(OCCCC)CCCC din-butyl-din-butoxysilane N1-methyl-pseudouridine-5'-diphosphate